((3-hydroxypropyl)azanediyl)bis(hexane-6,1-diyl) bis(4,4-bis(((Z)-non-6-en-1-yl)oxy)butanoate) C(CCCC\C=C/CC)OC(CCC(=O)OCCCCCCN(CCCCCCOC(CCC(OCCCCC\C=C/CC)OCCCCC\C=C/CC)=O)CCCO)OCCCCC\C=C/CC